(S)-5-(2-((3-chlorophenyl)amino)-2-oxoacetyl)-N-((S)-3-oxo-1-((S)-2-oxopyrrolidin-3-yl)-4-(trifluoromethoxy)butan-2-yl)-5-azaspiro[2.4]heptane-6-carboxamide ClC=1C=C(C=CC1)NC(C(=O)N1CC2(CC2)C[C@H]1C(=O)N[C@@H](C[C@H]1C(NCC1)=O)C(COC(F)(F)F)=O)=O